6-(1-methyl-1H-pyrrol-3-yl)-1,2,3,4-tetrahydroisoquinoline CN1C=C(C=C1)C=1C=C2CCNCC2=CC1